Cl.C1=CC(O)=C2C=3[C@@]45[C@@H](O2)[C@@H](O)C=C[C@H]4[C@@H](CC13)N(C)CC5 MORPHINE HYDROCHLORIDE